2-(5-((4-benzylpiperidin-1-yl)methyl)-4H-1,2,4-triazol-3-yl)-1H-indol-5-amine C(C1=CC=CC=C1)C1CCN(CC1)CC=1NC(=NN1)C=1NC2=CC=C(C=C2C1)N